6-methoxy-N-(tetrahydrofuran-3-yl)-1,2,3,4-tetrahydro-isoquinolin-8-amine COC=1C=C2CCNCC2=C(C1)NC1COCC1